C(C)(=O)N1CCN(CC1)C1=CC=C(C=C1)C1=NC=2C(=NC=C(C2NC2CCN(CC2)C(C)C)Br)N1 2-[4-(4-Acetylpiperazin-1-yl)phenyl]-6-bromo-N-[1-(1-methylethyl)piperidin-4-yl]-3H-imidazo[4,5-b]pyridin-7-amine